8-fluoro-5H-imidazo[5,1-a]isoindole FC1=CC=C2CN3C(C2=C1)=CN=C3